O[C@@H](CC(=O)[O-])C |r| racemic-DL-beta-hydroxybutyrate